FC=1C(=C(C=CC1)NS(=O)(=O)C1=CC=C(C=C1)C)CCl N-(3-fluoro-2-(chloromethyl)phenyl)-4-methylbenzenesulfonamide